CS(=O)(=O)N1CC2=C(N(C=3C=CC=CC23)C2=CC=CC=C2)CC1 2-(methylsulfonyl)-5-phenyl-2,3,4,5-tetrahydro-1H-pyrido[4,3-b]indole